C(C(C(CCCCCC)O)O)O 1,2,3-nonanetriol